2,2'-(3,11-Bis(hydroxymethyl)-1,9-dioxa-4,12-diazadispiro[4.2.48.25]tetradecan-4,12-diyl)bis(ethan-1-ol) OCC1COC2(N1CCO)CCC1(OCC(N1CCO)CO)CC2